3-methyl-1-(4-sulfonylphenyl)-pyrazol-5-one CC=1NN(C(C1)=O)C1=CCC(C=C1)=S(=O)=O